tert-butyl (2-(((5-(bis(4-methoxybenzyl)amino)-3-(1-(m-methylphenyl)-1,2,3,6-Tetrahydropyridin-4-yl)pyrazin-2-yl)methyl)(methyl)amino)ethyl)(methyl)carbamate COC1=CC=C(CN(C=2N=C(C(=NC2)CN(CCN(C(OC(C)(C)C)=O)C)C)C=2CCN(CC2)C2=CC(=CC=C2)C)CC2=CC=C(C=C2)OC)C=C1